4-fluoro-9b-methyl-3a,9b-dihydronaphtho[1,2-b]furan-2,5(3H,4H)-dione FC1C(C2=CC=CC=C2C2(OC(CC21)=O)C)=O